FC=1C(=C(C(=O)N)C=C(C1F)CC1=C(C(=NC=C1)N=S(=O)(NC)C)F)NC1=C(C=C(C=C1)I)F 3,4-Difluoro-2-(2-fluoro-4-iodoanilino)-5-[[3-fluoro-2-[[methyl-(methylamino)-oxo-λ6-sulfanylidene]amino]pyridin-4-yl]methyl]benzamide